nitro-[1,1'-biphenyl]-4-carbonyl chloride [N+](=O)([O-])C1=C(C=CC(=C1)C(=O)Cl)C1=CC=CC=C1